OC1C2=C(OC(C1C)C)C1=C(OC(C=C1)(C)C)C1=C2OC(C=C1CCC)=O 11,12-dihydro-12-hydroxy-6,6,10,11-tetramethyl-4-propyl-2H,6H,10H-benzo[1,2-b:3,4-b':5,6-b'']tripyran-2-one